C(\C=C/C(=O)O)(=O)O.C(COCC(=O)O)(=O)O diglycolic acid maleate